O=C1N(CCCC1)[C@H]1CNCCC1 (3'R)-2-oxo-[1,3'-bipiperidine]